isopropoxypyrazin C(C)(C)OC1=NC=CN=C1